C1(CCCC1)CC[Mg]Br (2-cyclopentylethyl)magnesium bromide